CN1C(=NC=C1)C(C=1N(C=CN1)C)NCCN (bis-(1-methylimidazole-2-yl)methyl)ethylenediamine